COC1=C(CNC2=NC=3C=C(C=CC3C=3N2N=C(N3)[C@@H]3CN[C@@H](CC3)C)OC)C=CC(=C1)OC N-(2,4-dimethoxybenzyl)-8-methoxy-2-((3S,6R)-6-methylpiperidin-3-yl)-[1,2,4]triazolo[1,5-c]quinazolin-5-amine